(E)-2-(3,7-dimethyl-octa-2,6-diene-1-yl)benzene-1,3,5-trisol C\C(=C/CC1=C(C=C(C=C1O)O)O)\CCC=C(C)C